tert-butyl (R)-(8-(3-bromo-5-((2,3-dichlorophenyl)thio)-6-methylpyrazin-2-yl)-8-azaspiro[4.5]decan-1-yl)carbamate BrC=1C(=NC(=C(N1)SC1=C(C(=CC=C1)Cl)Cl)C)N1CCC2(CCC[C@H]2NC(OC(C)(C)C)=O)CC1